C(C=C)(=O)N1CCN(CC1)C1=C(C(N(C2=NC(=C(C=C12)Cl)C1=C(C=CC=C1F)N)C=1C(=NC=CC1C)C(C)C)=O)C#N 4-(4-propenoylpiperazin-1-yl)-7-(2-amino-6-fluorophenyl)-6-chloro-1-(2-isopropyl-4-methylpyridin-3-yl)-2-oxo-1,2-dihydro-1,8-naphthyridine-3-carbonitrile